N1=CC=CC=2CC(CCC12)C(=O)N 5,6,7,8-tetrahydro-6-quinolinecarboxamide